ClC1=C(C=CC=C1)[Li] o-chlorophenyl-lithium